F[C@H]1[C@@]2(CCC[C@](C[C@H]1OC=1N=NC(=CN1)C1=C(C=C(C=C1)N1C=NC=C1)O)(N2)C)C 2-(3-(((1S,2S,3R,5R)-2-fluoro-1,5-dimethyl-9-azabicyclo[3.3.1]nonan-3-yl)oxy)-1,2,4-triazin-6-yl)-5-(1H-imidazol-1-yl)phenol